ClC1=C(C=NN1CC(C)(O)C)NC1=NC2=CC(=C(C=C2C=N1)Cl)[C@H]1[C@@H](CN(CC1)C1(COC1)C)F |o1:23,24| (3S,4S) or (3R,4R)-1-(5-chloro-4-((6-chloro-7-(3-fluoro-1-(3-methyloxetan-3-yl)piperidin-4-yl)quinazolin-2-yl)amino)-1H-pyrazol-1-yl)-2-methylpropan-2-ol